C(C)(C)(C)OC(=O)N1N=CC(=C1Cl)C1NC(CNC1)C.ClC1=C2C(=NC=C1C=1C=C(C=CC1)N1C(CN(CC1)S(=O)(=O)CCOC)=O)NC=C2C2CC2 1-(3-(4-chloro-3-cyclopropyl-1H-pyrrolo[2,3-b]pyridin-5-yl)phenyl)-4-((2-methoxyethyl)sulfonyl)piperazin-2-one tert-Butyl-5-chloro-4-(6-methylpiperazin-2-yl)-1H-pyrazole-1-carboxylate